4-O-β-D-glucosyl-D-glucose [C@@H]1([C@H](O)[C@@H](O)[C@H](O)[C@H](O1)CO)O[C@@H]([C@@H]([C@H](C=O)O)O)[C@H](O)CO